C(C(C)C)C1=C(C(=NN1C(C)(C)C)CC)O 5-isobutyl-1-tert-butyl-3-ethyl-4-hydroxypyrazole